CN(C)C(C(=O)OC)CC methyl dimethylaminobutyrate